ClC1=CC=C(C=C1)N1N=C(C=C1)OCC1=C(C=CC=C1)N(C(OC)=O)OC methyl N-[2-[[1-(4-chlorophenyl) pyrazol-3-yl]oxymethyl] phenyl]-N-methoxycarbamate